1-(1,3-benzodioxol-5-yl)ethanamine O1COC2=C1C=CC(=C2)C(C)N